5-Chloro-3-methyl-2-{7-[(4-methylmorpholin-3-yl)methyl]-7H-pyrrolo[2,3-c]pyridazin-3-yl}phenol hydrochloride Cl.ClC=1C=C(C(=C(C1)O)C1=CC2=C(N=N1)N(C=C2)CC2N(CCOC2)C)C